C(C)N1CCN(CC1)C1=CC(=C(C=C1)NC(OC(C)(C)C)=O)[N+](=O)[O-] tert-butyl (4-(4-ethylpiperazin-1-yl)-2-nitrophenyl)carbamate